2-(2,6-dioxopiperidin-3-yl)-4-((1-methyl-5-((4-methylpyrimidin-5-yl)oxy)-1H-indazol-4-yl)amino)isoindoline-1,3-dione O=C1NC(CCC1N1C(C2=CC=CC(=C2C1=O)NC1=C2C=NN(C2=CC=C1OC=1C(=NC=NC1)C)C)=O)=O